COC(=O)C1=C(C=2N(C=C1)N=CC2Br)C#CC#CCC(C=2C(N(C=CC2)C)=O)C2=C(C=CC(=C2)F)F 3-bromo-4-(6-(2,5-difluorophenyl)-6-(1-methyl-2-oxo-1,2-dihydropyridin-3-yl)hex-1,3-diyn-1-yl)pyrazolo[1,5-a]pyridine-5-carboxylic acid methyl ester